C(C)(C)(C)OC(=O)N1CC=2N(CCC1)N=CC2Cl 5-tert-butoxycarbonyl-3-chloro-4,6,7,8-tetrahydropyrazolo[1,5-a][1,4]diazepine